N1N=CC2=CC(=CC=C12)NC1=NC(=CC=C1C(C(=O)N)(C)F)C(F)(F)F (2-((1H-indazol-5-yl)amino)-6-(trifluoromethyl)pyridin-3-yl)-2-fluoropropanamide